ClC=1C(=C2C=NC(=NN2C1CC(C)C)N[C@H]1[C@@H](COCC1)O)F (3S,4R)-4-((6-chloro-5-fluoro-7-isobutylpyrrolo[2,1-f][1,2,4]triazin-2-yl)amino)tetrahydro-2H-pyran-3-ol